4-cyano-1H-pyrrolo[2,3-b]pyridine-2-carboxylic acid C(#N)C1=C2C(=NC=C1)NC(=C2)C(=O)O